COC=1C(=CC2=CN(C=C2C1)C)NC=1N=NC(=C(N1)NC1=C(C=CC=C1)S(N)(=O)=O)C(=O)N ((6-methoxy-2-methylisoindol-5-yl)amino)-5-((2-sulfamoylphenyl)amino)-1,2,4-triazine-6-carboxamide